5-[[2-[4-[6-(dimethylamino)-pyridin-3-yl]phenyl]-1,3-benzothiazol-6-yl]-[(2-methylpropan-2-yl)oxycarbonyl]amino]pentyl 4-methylbenzenesulfonate CC1=CC=C(C=C1)S(=O)(=O)OCCCCCN(C(=O)OC(C)(C)C)C1=CC2=C(N=C(S2)C2=CC=C(C=C2)C=2C=NC(=CC2)N(C)C)C=C1